8-(1-(1-(3-azaspiro[5.5]undecan-9-ylmethyl)piperidin-4-yl)-3-methyl-1H-pyrazol-4-yl)-3-(2,6-dichlorophenyl)-3H-pyrrolo[3',2':5,6]pyrido[4,3-d]pyrimidin-4(7H)-one C1CNCCC12CCC(CC2)CN2CCC(CC2)N2N=C(C(=C2)C2=CC1=C(N=CC3=C1N=CN(C3=O)C3=C(C=CC=C3Cl)Cl)N2)C